N-(4-chloro-3-((1S,2R)-2-cyanocyclobutyl)phenyl)-3-methyl-1-(5-methyl-1,3,4-oxadiazol-2-yl)-6-azabicyclo[3.1.1]heptane-6-carboxamide ClC1=C(C=C(C=C1)NC(=O)N1C2CC(CC1(C2)C=2OC(=NN2)C)C)[C@@H]2[C@@H](CC2)C#N